3-(4-chlorophenyl)-1-[3-(diethylamino)phenyl]urea ClC1=CC=C(C=C1)NC(NC1=CC(=CC=C1)N(CC)CC)=O